ClC=1C=C(OC2=CC=CC=3C=C(OC32)C#N)C=CC1C(=O)C1=CNC=3N=CN=C(C31)Cl 7-(3-Chloro-4-(4-chloro-7H-pyrrolo[2,3-d]pyrimidine-5-carbonyl)phenoxy)benzofuran-2-carbonitrile